P(=O)(O)([O-])[O-].[Zr+4].P(=O)(O)([O-])[O-] Zirconium(IV) hydrogenphosphate